C(=O)(OC(C)(C)OC)OOC(=O)OC(C)(C)OC di(methoxyisopropyl) peroxydicarbonate